7-bromo-5-(2-(dimethylamino)ethoxy)-N-(5-fluoroquinolin-6-yl)quinazolin-4-amine BrC1=CC(=C2C(=NC=NC2=C1)NC=1C(=C2C=CC=NC2=CC1)F)OCCN(C)C